N-(3-aminopropyl)-3-(4-carbamoyl-5-phenyl-1H-imidazol-2-yl)-1H-indazole-5-carboxamide NCCCNC(=O)C=1C=C2C(=NNC2=CC1)C=1NC(=C(N1)C(N)=O)C1=CC=CC=C1